5-Methyl-1-(3-methyl-oxetan-3-yl)-4-nitro-1H-pyrazol-3-ol CC1=C(C(=NN1C1(COC1)C)O)[N+](=O)[O-]